C(C)(C)OC1CN(C1)C(=O)NC1C2=C(CN(CC1)C(=O)OCCCC)C=C(C=C2)C2=NC(=NC=C2)NC=2C=NN(C2)C butyl 5-(3-isopropoxyazetidine-1-carboxamido)-8-(2-((1-methyl-1H-pyrazol-4-yl)amino)pyrimidin-4-yl)-4,5-dihydro-1H-benzo[c]azepine-2(3H)-carboxylate